N1(CCOCC1)C(=O)N[C@@H](C(=O)N[C@@H](CCCC1=CC=CC=C1)B(O)O)CC(=O)N1CCOCC1 ((R)-1-((R)-2-(morpholine-4-carboxamido)-4-morpholino-4-oxobutanamido)-4-phenylbutyl)boronic acid